N1=CC=C(C=C1)C=1C2=CC=CC=C2C(=C2C=CC=C(C12)CCO)C1=CC=NC=C1 9,10-bis(4-pyridyl)anthraceneethanol